[Na+].C1(=CC=CC2=CC=CC=C12)CC(=O)[O-] Naphthylacetic acid sodium salt